FC=1C=CC(=C(C(=O)NC=2C=NNC(C2)=O)C1)OC1=C(C=C(C=C1)F)C 5-fluoro-2-(4-fluoro-2-methylphenoxy)-N-(6-oxo-1,6-dihydropyridazin-4-yl)benzamide